FC(S(=O)(=O)F)(F)F Trifluoromethylsulfonyl Fluoride